Cl.CN1CCC(CC1)(C1=NN=C(N1)C1=CC=NC=C1)NC=1C=C(C(=O)O)C=CC1 3-(1-methyl-4-(5-(pyridin-4-yl)-4H-1,2,4-triazol-3-yl)piperidin-4-ylamino)benzoic acid hydrochloride